(S)-N8-(3,3-dimethylbutan-2-yl)-N2-(2-methoxy-4-(1-methyl-1H-pyrazol-4-yl)phenyl)pyrido[3,4-d]pyrimidine-2,8-diamine CC([C@H](C)NC1=NC=CC2=C1N=C(N=C2)NC2=C(C=C(C=C2)C=2C=NN(C2)C)OC)(C)C